NC=1SC2=C(N1)C=CC(=C2)C(C(=O)OCC)(C(F)(F)F)O ethyl 2-(2-aminobenzo[d]thiazol-6-yl)-3,3,3-trifluoro-2-hydroxypropanoate